C(C)C(CC=C(C(=O)O)C#N)CCCC.C(C)C=1C=CC=CC1 3-ethyl-Benzene 2-ethylhexyl-Cyanoacrylate